tert-butyl (15-(4-(3-amino-6-(2-hydroxyphenyl)pyridazin-4-yl)piperazin-1-yl)-15-oxo-3,6,9,12-tetraoxapentadecyl)carbamate 2,2,2-trifluoroacetate FC(C(=O)O)(F)F.NC=1N=NC(=CC1N1CCN(CC1)C(CCOCCOCCOCCOCCNC(OC(C)(C)C)=O)=O)C1=C(C=CC=C1)O